CN1CCC(CC1)N1N=C2C=C(C=CC2=C1)N1C(NC(CC1)=O)=O 1-(2-(1-Methylpiperidin-4-yl)-2H-indazol-6-yl)dihydropyrimidine-2,4(1H,3H)-dione